2-(4-methyl-3-pentenyl)-6-methyl-9-methacryloyloxy-10-hydroxy-1,4-dihydroanthracene CC(=CCCC=1CC2=C(C3=CC=C(C=C3C(=C2CC1)O)C)OC(C(=C)C)=O)C